1-allyl-imidazoleacetic acid C(C=C)N1C(=NC=C1)CC(=O)O